OC(C(=O)O)(CC)SC 2-hydroxy(methylthio)butanoic acid